[(3S)-1-methyl-5-oxo-pyrrolidin-3-yl] 4-[6-fluoro-3-(2-tetrahydrofuran-3-yloxy-3-pyridyl)pyrazolo[1,5-a]pyrimidin-5-yl]piperazine-1-carboxylate FC=1C(=NC=2N(C1)N=CC2C=2C(=NC=CC2)OC2COCC2)N2CCN(CC2)C(=O)O[C@@H]2CN(C(C2)=O)C